(cyclopentanesulfonamido)-7-fluoro-2,3-dihydro-1H-indene-4-carboxamide C1(CCCC1)S(=O)(=O)NC1CCC=2C(=CC=C(C12)F)C(=O)N